3H-imidazo[4,5-b]pyridine-7-amine N1=CNC2=NC=CC(=C21)N